[Li+].OCCCC(=O)[O-] gamma-hydroxybutyric acid, lithium salt